(2S)-2-(4-Methylcyclohexyl)-2-{[methyl(2,2,2-trifluoroethyl)-carbamoyl]amino}-N-(2-oxospiro[1H-pyrrolo[3,2-c]pyridine-3,4'-oxane]-6-yl)acetamide CC1CCC(CC1)[C@@H](C(=O)NC1=CC2=C(C=N1)C1(CCOCC1)C(N2)=O)NC(N(CC(F)(F)F)C)=O